1-(3,4-difluorophenyl)ethyl 4-[6-(1-methyl-1H-pyrazol-4-yl)pyrazolo[1,5-a]pyridin-3-yl]piperazine-1-carboxylate CN1N=CC(=C1)C=1C=CC=2N(C1)N=CC2N2CCN(CC2)C(=O)OC(C)C2=CC(=C(C=C2)F)F